C12CC(CC(CCC1)N2)NC(=O)[C@H]2CN(C[C@H](O2)C)C=2C=1N(C(=CC2)C#N)N=CC1 (2R,6R)-N-(9-azabicyclo[3.3.1]nonan-3-yl)-4-(7-cyanopyrazolo[1,5-a]pyridin-4-yl)-6-methyl-morpholine-2-carboxamide